3-(methyl-prolyl)-5,6-methylenedioxy-1H-indole CN1[C@@H](CCC1)C(=O)C1=CNC2=CC3=C(C=C12)OCO3